3-(4-Amino-1-oxo-1,3-dihydro-isoindol-2-yl)-2,6-dioxopiperidine-1-carboxylic acid tert-butyl ester C(C)(C)(C)OC(=O)N1C(C(CCC1=O)N1C(C2=CC=CC(=C2C1)N)=O)=O